6-hydroxy-3'-methyl-4-pentyl-[1,1'-biphenyl]-2-yl methyl methylphosphonate CP(OC1=C(C(=CC(=C1)CCCCC)O)C1=CC(=CC=C1)C)(OC)=O